(S)- and (R)-2-(4-chlorophenyl)-2-((4-cyanophenethyl)amino)-N-(5-(1-methyl-1H-pyrazol-4-yl)pyridin-2-yl)acetamide ClC1=CC=C(C=C1)[C@@H](C(=O)NC1=NC=C(C=C1)C=1C=NN(C1)C)NCCC1=CC=C(C=C1)C#N |r|